6-(5-bromo-2-(4-(6-(4,4-difluoropiperidin-1-yl)pyridin-2-yl)-1H-1,2,3-triazol-1-yl)phenyl)-6-azaspiro[2.5]octane BrC=1C=CC(=C(C1)N1CCC2(CC2)CC1)N1N=NC(=C1)C1=NC(=CC=C1)N1CCC(CC1)(F)F